C(CCCCCN1C(C(C2=CC=C3C(=C12)C=CC=C3)(C)C)=C)N3C(C(C1=CC=C2C(=C31)C=CC=C2)(C)C)=C 1,1'-(hexane-1,6-diyl)bis(2-methylene-3,3-dimethyl-1H-benzoindole)